2-(8-fluoro-5H-imidazo[5,1-a]isoindol-5-yl)cyclohexan-1-ol FC1=CC=C2C(N3C(C2=C1)=CN=C3)C3C(CCCC3)O